Lithio 2-(4-bromo-2-fluorophenyl)-5-cyclopropyl-3-fluoroimidazo[1,2-a]pyrimidine-7-carboxylate BrC1=CC(=C(C=C1)C=1N=C2N(C(=CC(=N2)C(=O)O[Li])C2CC2)C1F)F